1-(4-chlorophenyl)benzyl-piperazine tert-butyl-3-[3-[1-[4-[2-[1-(6-ethoxy-6-oxo-hexyl)-4-piperidyl]ethynyl]-1-naphthyl]ethylcarbamoyl]-4-methyl-anilino]azetidine-1-carboxylate C(C)(C)(C)OC(=O)N1CC(C1)NC1=CC(=C(C=C1)C)C(NC(C)C1=CC=C(C2=CC=CC=C12)C#CC1CCN(CC1)CCCCCC(=O)OCC)=O.ClC1=CC=C(C=C1)C1(CN2CCNCC2)CC=CC=C1